N1(CCC1)C(=O)NC=1SC(=CN1)C(=O)NC1=C(C=C(C(=C1)C(N[C@@H]1COCC1)=O)F)C 2-(Azetidine-1-carbonylamino)-N-[4-fluoro-2-methyl-5-[[(3S)-oxolan-3-yl]carbamoyl]phenyl]-1,3-thiazole-5-carboxamide